2,4-Difluoro-N-isobutyl-5-cyanobenzamide FC1=C(C(=O)NCC(C)C)C=C(C(=C1)F)C#N